BrC1=NC=C(C=C1)C([2H])([2H])[2H] 2-Bromo-5-(methyl-d3)-pyridin